ClC=1C(=C(N)C=CC1OC1(CC1)C)F 3-chloro-2-fluoro-4-(1-methylcyclopropoxy)aniline